C(C)(C)(C)C(C(=O)OC(C)(C)C1=NC(=CC=C1)NC1=NC(=NC=C1I)Cl)N1C(C(CC1)N1CC2=C(C=C(C=C2CC1)Br)OC)=O 2-(6-((2-chloro-5-iodopyrimidin-4-yl)amino)pyridin-2-yl)Propan-2-ol tert-butyl-2-(3-(6-bromo-8-methoxy-3,4-dihydroisoquinolin-2(1H)-yl)-2-oxopyrrolidin-1-yl)acetate